6-chloro-1-(2,2-dimethylpropyl)-7-(2-fluorophenyl)-4-(4-(2-propenoyl)-1-piperazinyl)-1,8-naphthyridin-2(1H)-one ClC=1C=C2C(=CC(N(C2=NC1C1=C(C=CC=C1)F)CC(C)(C)C)=O)N1CCN(CC1)C(C=C)=O